dihydropyrroloindol-one N1C(CC2=CC=C3C(=C12)C=CN3)=O